6-chloro-3-(((1R)-1-(2-cyano-7-methyl-3-(3,4,4-trifluoropiperidin-1-yl)quinoxalin-5-yl)ethyl)amino)picolinic acid ClC1=CC=C(C(=N1)C(=O)O)N[C@H](C)C1=C2N=C(C(=NC2=CC(=C1)C)C#N)N1CC(C(CC1)(F)F)F